α,α',α''-1,2,3-Cyclopropanetriylidenetris[2,3,4,5,6-pentafluorobenzeneacetonitrile] C1(C(C1=C(C#N)C1=C(C(=C(C(=C1F)F)F)F)F)=C(C#N)C1=C(C(=C(C(=C1F)F)F)F)F)=C(C#N)C1=C(C(=C(C(=C1F)F)F)F)F